C(C1=CC=CC=C1)N1CC(N2C1=C(C(=C(C2=O)C(=O)O)CC2=CC=CC1=CC=CC=C21)C2=CC(=CC=C2)C(F)(F)F)C(=O)OC 1-Benzyl-3-(methoxycarbonyl)-7-(naphthalen-1-ylmethyl)-5-oxo-8-(3-(trifluoromethyl)phenyl)-1,2,3,5-tetrahydroimidazo[1,2-a]pyridine-6-carboxylic acid